(2-benzyl-1,1-dioxo-3H-isothiazol-4-yl) trifluoromethanesulfonate FC(S(=O)(=O)OC=1CN(S(C1)(=O)=O)CC1=CC=CC=C1)(F)F